N1CC(C1)N1CCC(CC1)C=1N=C2N(C=C(C(=C2)C(C)(C)O)NC(=O)C2=NC(=CC=C2)C(F)(F)F)C1 N-(2-(1-(azetidin-3-yl)piperidin-4-yl)-7-(2-hydroxy-prop-2-yl)imidazo[1,2-a]pyridin-6-yl)-6-(trifluoromethyl)pyridine-2-carboxamide